OC1CC(C1)(CN1CCCC1)CNC(=O)C1=CC2=C(S1)CCCCCC2 N-{[3-Hydroxy-1-(pyrrolidin-1-ylmethyl)cyclobutyl]methyl}-4H,5H,6H,7H,8H,9H-cycloocta[b]thiophene-2-carboxamide